(4-(3-bromo-4-(trifluoromethoxy)phenyl)piperazin-2-yl)methanol BrC=1C=C(C=CC1OC(F)(F)F)N1CC(NCC1)CO